C1(CC1)CONC(C1=CC=C(C=C1)NC1=NC=C(C(=N1)NC1=C(C=CC=C1)P(=O)(C)C)C(F)(F)F)=O N-(cyclopropylmethoxy)-4-((4-((2-(dimethylphosphoryl)phenyl)amino)-5-(trifluoromethyl)pyrimidin-2-yl)amino)benzamide